methyl 2-(4-(4-(tert-butyl) piperidin-1-yl) phenyl)-4,6-dimethylpyrimidine-5-carboxylate C(C)(C)(C)C1CCN(CC1)C1=CC=C(C=C1)C1=NC(=C(C(=N1)C)C(=O)OC)C